FC1(C(N(C1)C=1N=C(C2=C(N1)C(CC2)(F)F)N2C[C@@H]1C([C@@H]1C2)CC(=O)O)C)F ((1R,5S,6s)-3-(2-(3,3-difluoro-2-methylazetidin-1-yl)-7,7-difluoro-6,7-dihydro-5H-cyclopenta[d]pyrimidin-4-yl)-3-azabicyclo[3.1.0]hex-6-yl)acetic acid